Cobalt dicarbonyl-tert-butylacetylene C(=O)=CC(C=C=O)(C)C#C.[Co]